methyl-1-(2-trimethylsilylethoxy-methyl)imidazol-2-amine CC=1N=C(N(C1)COCC[Si](C)(C)C)N